(S)-2-((1-(5-(3-(2-chloro-7-(1-methoxyethyl) pyrazolo[1,5-a]pyrimidin-6-yl) ureido)-3-(trifluoromethyl) pyridin-2-yl)-1H-pyrazol-4-yl) amino)-2-oxoethyl propionate C(CC)(=O)OCC(=O)NC=1C=NN(C1)C1=NC=C(C=C1C(F)(F)F)NC(=O)NC=1C=NC=2N(C1[C@H](C)OC)N=C(C2)Cl